FC=1C(=C2C(=NC(=NN2C1)NC1CCC(CC1)(O)C)OC)C=1C=NC=2N(C1)C=CN2 (1s,4s)-4-((6-fluoro-5-(imidazo[1,2-a]pyrimidin-6-yl)-4-methoxypyrrolo[2,1-f][1,2,4]triazin-2-yl)amino)-1-methylcyclohexan-1-ol